COC1=C(N=C2C(=N1)NC(=N2)C(F)(F)F)NC2=C(C=C(C=C2)OC(F)(F)F)F 6-Methoxy-N-(2-fluoro-4-(trifluoromethoxy)phenyl)-2-(trifluoromethyl)-1H-imidazo[4,5-b]pyrazin-5-amin